tert-butyl (S)-4-(7-(cis-3-cyanocyclohexyl)-5-cyclopropyl-7H-pyrrolo[2,3-d]pyrimidin-4-yl)-3-methylpiperazine-1-carboxylate C(#N)[C@H]1C[C@H](CCC1)N1C=C(C2=C1N=CN=C2N2[C@H](CN(CC2)C(=O)OC(C)(C)C)C)C2CC2